C1(CCCCC1)NC=1C2=C(N=CC1C#CC1=NC=CC=C1F)NC=C2 N-cyclohexyl-5-((3-fluoropyridin-2-yl)ethynyl)-1H-pyrrolo[2,3-b]pyridin-4-amine